6-{1-[4-phenoxy-3-(trifluoromethyl)benzoyl]piperidin-4-yl}pyridazin-3-amine trifluoroacetate FC(C(=O)O)(F)F.O(C1=CC=CC=C1)C1=C(C=C(C(=O)N2CCC(CC2)C2=CC=C(N=N2)N)C=C1)C(F)(F)F